ClCCCS(=O)(=O)N(C1=CC(=NC(=C1)C)N1N=CC(=C1)C=O)S(=O)(=O)CCCCl 3-chloro-N-((3-chloropropyl)sulfonyl)-N-(2-(4-formyl-1H-pyrazol-1-yl)-6-methylpyridin-4-yl)propane-1-sulfonamide